tert-butyl 2-(2-(3-acetylpyrrolidin-1-yl)-5-((R)-ethylsulfonimidoyl)phenyl)-1H-indole-1-carboxylate C(C)(=O)C1CN(CC1)C1=C(C=C(C=C1)[S@@](=O)(=N)CC)C=1N(C2=CC=CC=C2C1)C(=O)OC(C)(C)C